tert-Butyl 5-{[2-(3-methyl-1,2,4-oxadiazol-5-yl)phenyl]carbonyl}hexahydropyrrolo[3,4-c]pyrrole-2(1H)-carboxylate CC1=NOC(=N1)C1=C(C=CC=C1)C(=O)N1CC2C(C1)CN(C2)C(=O)OC(C)(C)C